(R)-5-(2-(dimethylamino)ethoxy)-2-methyl-N-(1-(2-(2-(pyrrolidin-1-yl)pyridin-3-yl)quinolin-4-yl)ethyl)benzamide CN(CCOC=1C=CC(=C(C(=O)N[C@H](C)C2=CC(=NC3=CC=CC=C23)C=2C(=NC=CC2)N2CCCC2)C1)C)C